COC1=CC=C(CN(C2=CC(=C(C(=N2)C(C)C)N2CN=C(C3=C2N=C(C(=C3)Cl)C3=C(C=CC=C3)F)N3[C@H](CNCC3)C)C)CC3=CC=C(C=C3)OC)C=C1 (S)-1-(6-(bis(4-methoxybenzyl)amino)-2-isopropyl-4-methylpyridin-3-yl)-6-chloro-7-(2-fluorophenyl)-4-(2-methylpiperazin-1-yl)pyrido[2,3-d]pyrimidin